S(=O)(=O)(C1=CC=CC=2C(N(C)C)=CC=CC12)N[C@@H](CC1=CC=C(C=C1)O)C(=O)O dansyl-tyrosine